FC1=CC=C(C=C1)C1=NC(=CC(=C1)C(C)(C)NC(OCC1=CC=CC=C1)=O)OC1[C@@H]2CN(C[C@H]12)C(=O)C=1C=CC=2N(C1)C=C(N2)CO benzyl (2-(2-(4-fluorophenyl)-6-(((1R,5S,6s)-3-(2-(hydroxymethyl)imidazo[1,2-a]pyridine-6-carbonyl)-3-azabicyclo[3.1.0]hexan-6-yl)oxy)pyridin-4-yl)propan-2-yl)carbamate